O1C(CCCC1)OCCCCCCC(CCCCCCCCC)NCCCCCOC1OCCCC1 [1-(oxan-2-yloxy)hexadecan-7-yl][5-(oxan-2-yloxy)pentyl]amine